[(3S)-3-(2-tetrahydropyran-4-yl-3H-imidazo[4,5-b]pyridin-7-yl)pyrrolidin-1-yl]methanone O1CCC(CC1)C1=NC=2C(=NC=CC2[C@H]2CN(CC2)C=O)N1